ClC=1C=NC=C(C1[C@@H](C)OC=1C=C2C(=NNC2=CC1OC)C1=CC(=C(C(=C1)F)N1CC2(C1)CN(C2)S(=O)(=O)C)F)Cl (R)-5-(1-(3,5-dichloropyridin-4-yl)ethoxy)-3-(3,5-difluoro-4-(6-(methyl-sulfonyl)-2,6-diazaspiro[3.3]heptan-2-yl)phenyl)-6-methoxy-1H-indazole